C1[C@H]2[C@@H]([C@@H](S1=O)CCCCC(=O)O)NC(=O)N2 The molecule is a sulfoxide that is the S-oxide of biotin. It has a role as a metabolite. It is a member of biotins and a sulfoxide. It is a conjugate acid of a biotinate sulfoxide(1-).